N2-(azetidin-3-yl)-N3-(6-(trifluoromethoxy)pyridin-3-yl)pyrazine-2,3-diamine N1CC(C1)NC1=NC=CN=C1NC=1C=NC(=CC1)OC(F)(F)F